FC1=C(C(=CC(=C1)OC)F)[C@@H]1CN=C([C@H]1NC(=O)NC1=CC=C(C=C1)F)NC1=NN(C=C1)C |o1:10,14| (-)-1-{(3R*,4S*)-3-(2,6-difluoro-4-methoxy-phenyl)-5-[(1-methyl-1H-pyrazol-3-yl)amino]-3,4-dihydro-2H-pyrrol-4-yl}-3-(4-fluorophenyl)urea